O=C1C=C(NC=N1)NN=C1CCN(CC1)C(=O)OCC1=CC=CC=C1 benzyl 4-(2-(6-oxo-3,6-dihydropyrimidin-4-yl)hydrazono)piperidine-1-carboxylate